C(C)(C)(C)C1=C(C=CC=C1)C(=O)OC(CO)CO 2-(2-tert-butylphenyl)formyloxy-1,3-propanediol